tetramethyl-5-cyclohexene-1,2,3,4-tetracarboxylic acid CC1(C(C(C(C=C1)(C(=O)O)C)(C(=O)O)C)(C(=O)O)C)C(=O)O